N'-(3-methyl-2-hydroxybenzylidene)-2-((3-cyano-5-fluorophenyl)amino)butanoyl-hydrazine CC=1C(=C(C=NNC(C(CC)NC2=CC(=CC(=C2)F)C#N)=O)C=CC1)O